dibenzyl (2S,3S,4S)-4-acetoxy-3-(4,7,10-tris(2-(tert-butoxy)-2-oxoethyl)-1,4,7,10-tetraazacyclododecan-1-yl)pyrrolidine-1,2-dicarboxylate C(C)(=O)O[C@@H]1[C@H]([C@H](N(C1)C(=O)OCC1=CC=CC=C1)C(=O)OCC1=CC=CC=C1)N1CCN(CCN(CCN(CC1)CC(OC(C)(C)C)=O)CC(OC(C)(C)C)=O)CC(=O)OC(C)(C)C